(8-cyclobutylimidazo[1,2-b]pyridazin-6-yl)pyrimidine-2,4(1H,3H)-dione C1(CCC1)C=1C=2N(N=C(C1)N1C(NC(C=C1)=O)=O)C=CN2